7-(1-cyclopropylprop-2-yn-1-yl)-7H-pyrrolo[2,3-d]pyrimidin-4-amine C1(CC1)C(C#C)N1C=CC2=C1N=CN=C2N